FC1=CC=C(C=C1)C1=CC=C(C=C1)[C@@H]1[C@@H]2CN(CCCCN2[C@@H]1CO)C(=O)NC1=CC=C(C=C1)OC (8R,9R,10S)-9-[4-(4-fluorophenyl)phenyl]-10-(hydroxymethyl)-N-(4-methoxyphenyl)-1,6-diazabicyclo[6.2.0]decane-6-carboxamide